6-Chloro-3-[1-[2-ethylsulfanyl-3-methyl-4-oxo-6-(trifluoromethyl)chromen-8-yl]ethylamino]pyridine-2-carboxylic acid ClC1=CC=C(C(=N1)C(=O)O)NC(C)C=1C=C(C=C2C(C(=C(OC12)SCC)C)=O)C(F)(F)F